FC1=C(C=C(OC2=C3CCC(C3=CC=C2[N+](=O)[O-])OP(=O)(N2CC2)N2CC2)C=C1)N1N=CC=C1 Di(aziridin-1-yl)phosphinic acid 4-(4-fluoro-3-(1H-pyrazol-1-yl) phenoxy)-5-nitro-2,3-dihydro-1H-inden-1-yl ester